tetracos-15,18-dien-1-ylamine C(CCCCCCCCCCCCCC=CCC=CCCCCC)N